ClC1=NC=2C=C(C(=CC2C2=C1CCC2)OC)OCCCN2CCCC2 1-[3-({4-chloro-8-methoxy-1H,2H,3H-cyclopenta[c]quinolin-7-yl}oxy)propyl]pyrrolidine